(2-chloro-4-fluorophenyl)-3-((2-methoxyethyl)amino)-4H-benzo[e][1,2,4]thiadiazine 1,1-dioxide ClC1=C(C=CC(=C1)F)N1C(=NS(C2=C1C=CC=C2)(=O)=O)NCCOC